FC=1C=C(C=C(C1OC1=CC=NC2=CC(=C(C=C12)OC(CO)C)OC)F)C1=NC=CC(=C1C(=O)N)OC (3,5-difluoro-4-((6-((1-hydroxypropan-2-yl)oxy)-7-methoxyquinolin-4-yl)oxy)phenyl)-4-methoxypyridine-3-carboxamide